1,3-bis(6-isocyanatohexyl)-1,3-diazetidine N(=C=O)CCCCCCN1CN(C1)CCCCCCN=C=O